ClC1=CC(=CC=2N(C=NC21)C[C@]2(C[C@@]1(CN(C(O1)=O)C1=NC=C(N=C1)C(C)(C)O)CC[C@@H]2F)C)C#N 4-Chloro-1-(((5R,7R,8S)-8-fluoro-3-(5-(2-hydroxypropan-2-yl)pyrazin-2-yl)-7-methyl-2-oxo-1-oxa-3-azaspiro[4.5]decan-7-yl)methyl)-1H-benzo[d]imidazole-6-carbonitrile